NC1=CC=C(OC2=C(C=C(C=C2Br)C(C)(C)C2=CC(=C(C(=C2)Br)OC2=CC=C(C=C2)N)Br)Br)C=C1 2,2-bis{4-(4-aminophenoxy)-3,5-dibromophenyl}propane